Hydroxyazetidine-1-carboxamide OC1N(CC1)C(=O)N